C(C(C)C)(=O)O[C@@H]1[C@](O[C@H](C1)N1C2=NC(=NC(=C2N=C1)NCC=1OC(OC1C)=O)F)(COC(C(C)C)=O)C#C (2R,3S,5R)-2-ethynyl-5-(2-fluoro-6-(((5-methyl-2-oxo-1,3-dioxol-4-yl)methyl)amino)-9H-purin-9-yl)-2-((isobutyryloxy)methyl)tetrahydrofuran-3-yl isobutyrate